N,N-dimethyl-hexadecyl-amine CN(C)CCCCCCCCCCCCCCCC